FC(S(=O)(=O)OC1=CC(=CC=2OCOC21)NC2=NC(=CC(=N2)C)NC)(F)F [6-[[4-methyl-6-(methylamino)pyrimidin-2-yl]amino]-1,3-benzodioxol-4-yl] trifluoromethanesulfonate